(Z)-1-(2-(4-(benzyloxy)-3-methylphenyl)-4-methoxybenzofuran-5-yl)-3-hydroxy-3-phenylprop-2-en-1-one C(C1=CC=CC=C1)OC1=C(C=C(C=C1)C=1OC2=C(C1)C(=C(C=C2)C(\C=C(\C2=CC=CC=C2)/O)=O)OC)C